(S)-2-(6-(4-(2-(tetrahydro-2H-pyran-4-yl)phenyl)piperidin-1-yl)-2-azaspiro[3.4]oct-2-yl)-1,3,4-oxadiazole O1CCC(CC1)C1=C(C=CC=C1)C1CCN(CC1)[C@@H]1CC2(CN(C2)C=2OC=NN2)CC1